CN(C)CC=1C=C(C=CC1)C(C)=O 1-(3-((dimethylamino)methyl)phenyl)ethan-1-one